triethyl-(hydroxyethyl)ammonium hydroxide [OH-].C(C)[N+](CCO)(CC)CC